1-[[3-ethylsulfonyl-2-[5-oxo-3-(trifluoromethyl)-7H-pyrrolo[3,4-b]pyridin-6-yl]imidazo[1,2-a]pyridin-6-yl]oxymethyl]cyclopropanecarbonitrile C(C)S(=O)(=O)C1=C(N=C2N1C=C(C=C2)OCC2(CC2)C#N)N2CC1=NC=C(C=C1C2=O)C(F)(F)F